[I-].C[N+]1=C(C=CC=C1)C=C N-methyl-2-vinylpyridinium iodide